3,5-dichloro-N,N-dimethyl-2-ethylaminobenzamide ClC=1C(=C(C(=O)N(C)C)C=C(C1)Cl)NCC